CC=1C=C(OCC(=O)N(CC2OCCC2)C2=CC=CC=C2)C=CC1 2-(3-methylphenoxy)-N-phenyl-N-(tetrahydro-furan-2-ylmethyl)acetamide